[O-2].[Zn+2].[In+3].[Sn+4] tin-indium-zinc oxide